2,4-bis(4-biphenylyl)-6-(3-(4,4,5,5-tetramethyl-1,3,2-dioxaborolan-2-yl)-5-(4-pyridyl)phenyl)-1,3,5-triazine C1(=CC=C(C=C1)C1=NC(=NC(=N1)C1=CC=C(C=C1)C1=CC=CC=C1)C1=CC(=CC(=C1)C1=CC=NC=C1)B1OC(C(O1)(C)C)(C)C)C1=CC=CC=C1